thiophenol C1(=CC=CC=C1)S